O1C(CCC1)COC1=CC2=C(N(C=N2)C2=CC=C(C=C2)[NH-])C=C1 {4-[5-(tetrahydrofuran-2-ylmethoxy)benzimidazol-1-yl]phenyl}amid